BrC=1C=C2C(N(C=NC2=CC1)C(CSC)C1=CC(=CC=C1)OCC)=O 6-bromo-3-(1-(3-ethoxyphenyl)-2-(methylthio)ethyl)quinazolin-4(3H)-one